N-(4-(2-(2-aminopyridin-3-yl)-3H-imidazo[4,5-b]pyridin-3-yl)benzyl)-2-cyanonicotinamide NC1=NC=CC=C1C1=NC=2C(=NC=CC2)N1C1=CC=C(CNC(C2=C(N=CC=C2)C#N)=O)C=C1